methyl 2-((2-ethyl-4-fluoro-phenyl)amino)-5-fluoro-benzoate C(C)C1=C(C=CC(=C1)F)NC1=C(C(=O)OC)C=C(C=C1)F